N1-(4-amino-1,3-dihydrofuro[3,4-c]pyridin-7-yl)-N2-(benzo[d]thiazol-6-ylmethyl)-N2-(1-(3-fluoropyridin-2-yl)ethyl)oxalamide NC1=NC=C(C2=C1COC2)NC(C(=O)N(C(C)C2=NC=CC=C2F)CC2=CC1=C(N=CS1)C=C2)=O